N-(3-((2-((3S,4R)-3-fluoro-4-morpholinopiperidin-1-yl)pyrimidin-4-yl)amino)-5-isopropyl-8-((2R,3S)-2-methyl-3-((methylsulfonyl)methyl)azetidin-1-yl)isoquinolin-6-yl)acrylamide F[C@H]1CN(CC[C@H]1N1CCOCC1)C1=NC=CC(=N1)NC=1N=CC2=C(C=C(C(=C2C1)C(C)C)NC(C=C)=O)N1[C@@H]([C@H](C1)CS(=O)(=O)C)C